(2S,4S)-4-(2-(2-carbamoylpyridin-4-yl)acetamido)-1-(2-methylbenzofuro[3,2-d]pyrimidin-4-yl)pyrrolidine-2-carboxylic acid C(N)(=O)C1=NC=CC(=C1)CC(=O)N[C@H]1C[C@H](N(C1)C=1C2=C(N=C(N1)C)C1=C(O2)C=CC=C1)C(=O)O